(R)-2-methoxyphenyl-(methyl)(phenyl)phosphine oxide COC1=C(C=CC=C1)[P@](C1=CC=CC=C1)(C)=O